FC(C1=NC=2C(=NC=CC2)N1C1CC(C1)O)(F)F (1r,3r)-3-(2-(trifluoromethyl)-3H-imidazo[4,5-b]pyridin-3-yl)cyclobutan-1-ol